C1(CC1)CN1CCN(CC1)C=1C(=C2C(=CN1)NC(=C2C(C)C)C=2C(=C(C=1N(C2)N=CN1)C)C)F 6-(5-(4-(cyclopropylmethyl)piperazin-1-yl)-4-fluoro-3-isopropyl-1H-pyrrolo[2,3-c]pyridin-2-yl)-7,8-dimethyl-[1,2,4]triazolo[1,5-a]pyridine